4-(1-methyl-vinyl)-1-cyclohexene-1-formaldehyde CC(=C)C1CC=C(CC1)C=O